ClC1=NC=C(C(=C1N)C(F)F)F 2-Chloro-4-(difluoromethyl)-5-fluoropyridin-3-amine